(3s,5r)-5-(tert-butyldimethylsilyloxy)piperidin-3-ol [Si](C)(C)(C(C)(C)C)O[C@@H]1C[C@@H](CNC1)O